phospho-pantothenate P(=O)(O)(O)O[C@@H](C(NCCC(=O)[O-])=O)C(C)(C)CO